C(C)(=O)O[C@H]1C(N(C2=C(S[C@H]1C1=CC=C(C=C1)OC)C=CC=C2)CCN(C)C)=O (2S,3S)-5-[2-(dimethylamino)ethyl]-2-(4-methoxyphenyl)-oxo-2,3,4,5-tetrahydrobenzo[b][1,4]thiazepin-3-yl acetate